8-amino-N-(2-(4-(2-(5-(3,5-dimethylisoxazol-4-yl)-1-(2-morpholinoethyl)-1H-benzo[d]imidazol-2-yl)ethyl)phenoxy)ethyl)octanamide NCCCCCCCC(=O)NCCOC1=CC=C(C=C1)CCC1=NC2=C(N1CCN1CCOCC1)C=CC(=C2)C=2C(=NOC2C)C